CC1=CC=C(C=C1)C=1NC(C2=C(NC(C21)=O)C2=CC=C(C=C2)C)=O 3,6-bis(4-methylphenyl)-2,5-dihydro-pyrrolo[3,4-c]pyrrole-1,4-dione